3-methyl-2-phospholene-1-oxide CC1=CP(CC1)=O